diisopropanol aluminum [Al].C(C)(C)O.C(C)(C)O